triphenyl-cyclotriphosphazene C1(=CC=CC=C1)P1=NP(=NP(=N1)C1=CC=CC=C1)C1=CC=CC=C1